6-(methylthio)-5-nitropyridine-3-carboxylic acid CSC1=C(C=C(C=N1)C(=O)O)[N+](=O)[O-]